ClC=1C=C(C=CC1Cl)NC(=O)N1CC(C(CC1)(C1=CC(=CC=C1)OC)O)CN(C)C N-(3,4-dichlorophenyl)-3-((dimethylamino)methyl)-4-hydroxy-4-(3-methoxyphenyl)piperidine-1-carboxamide